C1(CC1)C([C@@H](C=1N=C2N(N=C(C(=N2)N2CCOCC2)CC2C(NC[C@@H](C2)C(F)(F)F)=O)C1)NC(=O)C1=CC=NN1CC)C1CC1 N-((1S)-2,2-dicyclopropyl-1-(3-morpholino-2-(((5R)-2-oxo-5-(trifluoromethyl)piperidin-3-yl)methyl)imidazo[1,2-b][1,2,4]triazin-6-yl)ethyl)-1-ethyl-1H-pyrazole-5-carboxamide